1-Tert-butyl((6-(3-((2-(2,6-dioxopiperidin-3-yl)-1,3-dioxoisoindolin-4-yl)amino)propoxy)pyridine-3-yl)methyl)carbamate C(C)(C)(C)C(C=1C=NC(=CC1)OCCCNC1=C2C(N(C(C2=CC=C1)=O)C1C(NC(CC1)=O)=O)=O)NC([O-])=O